[Pb].[Cu] copper-plumbum